C(C)C1=C2C(=CC(=CC2=CC=C1F)O)C1=C(C=2N=C(N=C(C2C=N1)N1CCOC2(CC2)C1)OC[C@]12CCCN2C[C@@H](C1)F)F 5-Ethyl-6-fluoro-4-(8-fluoro-2-(((2R,7aS)-2-fluorotetrahydro-1H-pyrrolizin-7a(5H)-yl)methoxy)-4-(4-oxa-7-azaspiro[2.5]octan-7-yl)pyrido[4,3-d]pyrimidin-7-yl)naphthalen-2-ol